2-(1-(5-Acetylisoindolin-2-yl)ethyl)-5-((1-(methylsulfonyl)piperidin-4-yl)methoxy)-4H-pyran-4-one C(C)(=O)C=1C=C2CN(CC2=CC1)C(C)C=1OC=C(C(C1)=O)OCC1CCN(CC1)S(=O)(=O)C